4-(azetidin-1-yl)-2-chloro-5-methoxypyrimidine N1(CCC1)C1=NC(=NC=C1OC)Cl